C(#N)N1CCC(CC1)N1N=CC(=C1C)C=1C=C(C=2N(C1)N=CC2C#N)OC(C)C2=CC(=CC=C2)S(=O)(=O)C 6-[1-(1-Cyano-4-piperidyl)-5-methyl-pyrazol-4-yl]-4-[1-(3-methylsulfonylphenyl)ethoxy]pyrazolo[1,5-a]pyridine-3-carbonitrile